5-methoxyisoindol COC1=CC2=CNC=C2C=C1